IC=1C=C2C(=NC1)N(C(=N2)NC(OCC)=O)C(C)C2=CC(=C(C=C2)OCC2=CC=C(C=C2)C(F)(F)F)OC ethyl (6-Iodo-3-(1-(3-methoxy-4-((4-(trifluoromethyl)benzyl)oxy)phenyl)ethyl)-3H-imidazo[4,5-b]pyridin-2-yl)carbamate